2-methyl-7-(trifluoro-methyl)-6-[1-(3,3,3-trifluoropropyl)-1H-pyrazol-4-yl]-1H,5H-imidazo[1,2-a]pyrimidin-5-one CC=1NC=2N(C(C(=C(N2)C(F)(F)F)C=2C=NN(C2)CCC(F)(F)F)=O)C1